ClC=1C(=NC(=CC1)Cl)C(=O)O L-3,6-dichloropicolinic acid